N1(CCC1)C=1C=2N(N=C(C1C)N1CCC(CC1)OC1=CC3=C(OCCO3)C=C1)C(C=CN2)=O 9-(azetidin-1-yl)-7-(4-((2,3-dihydrobenzo[b][1,4]dioxin-6-yl)oxy)piperidin-1-yl)-8-methyl-4H-pyrimido[1,2-b]pyridazin-4-one